FC1=CC=C(C=C1)C=1N=NSC1N 4-(4-Fluorophenyl)thiadiazole-5-amine